tert-butyl 2-(((N,N-dimethylsulfamoyl)amino)methyl)-7,8-dihydro-4H-pyrazolo[1,5-a][1,4]diazepine-5(6H)-carboxylate CN(S(=O)(=O)NCC1=NN2C(CN(CCC2)C(=O)OC(C)(C)C)=C1)C